FC=1C(=NNC1C1=CC=C(C=C1)OC)NC1=C(C=C(C=C1)O)C 4-((4-fluoro-5-(4-methoxyphenyl)-1H-pyrazol-3-yl)amino)-3-methylphenol